tert-butyl (1-(5-((6-(4-fluorophenyl)-3-nitropyridin-2-yl)carbamoyl) pyridin-2-yl)piperidin-4-yl)carbamate FC1=CC=C(C=C1)C1=CC=C(C(=N1)NC(=O)C=1C=CC(=NC1)N1CCC(CC1)NC(OC(C)(C)C)=O)[N+](=O)[O-]